tert-butyl 5,6-difluoro-1-oxo-spiro[indane-2,4'-piperidine]-1'-carboxylate FC=1C=C2CC3(CCN(CC3)C(=O)OC(C)(C)C)C(C2=CC1F)=O